C(#N)C1=CC(=C(COC2=CC=CC(=N2)N2CCN(CC2)CC2=NC3=C(N2CC=2OC=CN2)C=C(C=C3)C(=O)NC)C=C1)F 2-((4-(6-((4-cyano-2-fluorobenzyl)oxy)pyridin-2-yl)piperazin-1-yl)methyl)-N-methyl-1-(oxazol-2-ylmethyl)-1H-benzo[d]imidazole-6-carboxamide